ClC1=CN=C2N1C=C(C=N2)C=2C=CN1N=C(N=CC12)NC1CC(C1)(C)C 5-(3-chloroimidazo[1,2-a]pyrimidin-6-yl)-N-(3,3-dimethylcyclobutyl)pyrrolo[2,1-f][1,2,4]triazin-2-amine